CC=1OC(=C(N1)C)C(=O)N[C@@H]1CCC2=CC(=CC=C12)C1=NOC(=N1)C (R)-2,4-dimethyl-N-(5-(5-methyl-1,2,4-oxadiazol-3-yl)-2,3-dihydro-1H-inden-1-yl)oxazole-5-carboxamide